C1CC12NCCN(C2)C2=NC=CC(=N2)C2=NC1=CC(=NC=C1C=C2)CNC(C2=CC(=C(C=C2)C)S(=O)(=O)C)=O N-((2-(2-(4,7-diazaspiro[2.5]octan-7-yl)pyrimidin-4-yl)-1,6-naphthyridin-7-yl)methyl)-4-methyl-3-(methylsulfonyl)benzamide